NC1=C(C=C(C(=C1)F)Br)C(=O)C=1C2=CN(N=C2C(=CC1)Cl)C1OCCCC1 (2-amino-5-bromo-4-fluorophenyl)-[7-chloro-2-(oxan-2-yl)indazol-4-yl]methanone